(R)-6-morpholino-N-(piperidin-3-yl)pyrimidin-4-amine O1CCN(CC1)C1=CC(=NC=N1)N[C@H]1CNCCC1